C(C)(C)C1=CC=C(COC2=CC=CC(=N2)C2=CCN(CC2)CC2=NC3=C(N2C[C@H]2OCC2)C=C(C=C3)C(=O)O)C=C1 (S)-2-((6-((4-isopropylbenzyl)oxy)-5',6'-dihydro-[2,4'-bipyridin]-1'(2'H)-yl)methyl)-1-(oxetan-2-ylmethyl)-1H-benzo[d]imidazole-6-carboxylic acid